N-ethyl-pyridine oxalate C(C(=O)O)(=O)O.C(C)N1CC=CC=C1